tert-Butyl 3-hydroxy-2-oxo-3-(3,4,5-trifluorobenzyl)pyrrolidine-1-carboxylate OC1(C(N(CC1)C(=O)OC(C)(C)C)=O)CC1=CC(=C(C(=C1)F)F)F